C(=O)C1=CC(=C(OCCCNC(OC(C)(C)C)=O)C=C1)O Tert-butyl (3-(4-formyl-2-hydroxyphenoxy)propyl)carbamate